tert-butyl ((S)-(7-((S)-1-((1S*,7R*)-8,8-difluoro-4-oxo-3,5-diazabicyclo[5.1.0]octan-3-yl)-2-methoxyethyl)imidazo[1,2-b]pyridazin-2-yl)(4,4-difluorocyclohexyl)methyl)carbamate FC1([C@H]2CNC(N(C[C@@H]12)[C@H](COC)C1=CC=2N(N=C1)C=C(N2)[C@H](C2CCC(CC2)(F)F)NC(OC(C)(C)C)=O)=O)F |o1:2,8|